2-methoxy-butyl acrylate Cyclohexyl-acrylate C1(CCCCC1)OC(C=C)=O.C(C=C)(=O)OCC(CC)OC